Di(undecan-3-yl) 8,8'-((3-hydroxypropyl)azanediyl)bis(7-hydroxy octanoate) OCCCN(CC(CCCCCC(=O)OC(CC)CCCCCCCC)O)CC(CCCCCC(=O)OC(CC)CCCCCCCC)O